FC(C1=CC=C(C(=O)C23CC(C2)(C3)C3CN(C3)C(=O)OC(C)(C)C)C=C1)(F)F Tert-Butyl 3-[3-[4-(trifluoromethyl)benzoyl]-1-bicyclo[1.1.1]pentanyl]azetidine-1-carboxylate